CC(C)C(C=C=C)(O)C1=CC=CC=C1 2-methyl-3-phenylhexa-4,5-dien-3-ol